[K+].P(=O)(OCC)([O-])[O-].[K+] ethyl phosphate, potassium salt